C(C)(=O)N1CC2=C(CC1)N(N=C2C=2C=CC=C1C=C(N=CC21)N2C[C@@H](CC2)C(=O)NC)C2CCOCC2 |r| racemic-1-[8-(5-acetyl-1-tetrahydropyran-4-yl-6,7-dihydro-4H-pyrazolo[4,3-c]pyridin-3-yl)-3-isoquinolyl]-N-methyl-pyrrolidine-3-carboxamide